1,4-BENZENEDICARBONYL DICHLORIDE C1(=CC=C(C=C1)C(=O)Cl)C(=O)Cl